lauramide hydroxypropyl-sulfate OCCCOS(=O)(=O)O.C(CCCCCCCCCCC)(=O)N